NC1=C(C=NN1C)C#N 5-amino-4-cyano-1-methyl-pyrazole